4-(5-Chlorofuran-2-yl)-3-(4-fluorophenyl)-5-methyl-N-((4-methylmorpholin-2-yl)methyl)-1-(p-tolyl)-4,5-dihydro-1H-pyrazole-5-carboxamide ClC1=CC=C(O1)C1C(=NN(C1(C(=O)NCC1CN(CCO1)C)C)C1=CC=C(C=C1)C)C1=CC=C(C=C1)F